N,N-dimethyl-3-oxa-pentanamide CN(C(COCC)=O)C